tert-butyl 1,5-diformyl-3-trityl-3,8-diazabicyclo[3.2.1]octane-8-carboxylate C(=O)C12CN(CC(CC1)(N2C(=O)OC(C)(C)C)C=O)C(C2=CC=CC=C2)(C2=CC=CC=C2)C2=CC=CC=C2